C(C)NC(CN1N=C(C=CC1=O)C=1C=NC(=CC1)OCC(F)(F)F)=O N-ethyl-2-(6-oxo-3-(6-(2,2,2-trifluoroethoxy)pyridin-3-yl)pyridazin-1(6H)-yl)acetamide